CC=1C=C(C=NC1)C(=O)N1CCC(CC1)C(O)(C1=CC=CC=C1)C1=CC=CC=C1 [1-(5-methylpyridine-3-carbonyl)piperidin-4-yl]diphenylmethanol